BrC=1C=C(C#N)C=C(C1)C=C 3-bromo-5-vinylbenzonitrile